9-(4-(dimethylamino)phenyl)-6,7-dimethoxynaphtho[2,3-c]furan-1(3H)-one CN(C1=CC=C(C=C1)C1=C2C=C(C(=CC2=CC2=C1C(OC2)=O)OC)OC)C